C(CC(C)C)(=O)OC\C=C\CCC (E)-2-Hexenyl Isovalerate